(R)-3-(4-phenoxyphenyl)-1-(1-(ethylsulfonyl)piperidin-3-yl)-1H-pyrazolo[3,4-d]pyrimidin-4-amine O(C1=CC=CC=C1)C1=CC=C(C=C1)C1=NN(C2=NC=NC(=C21)N)[C@H]2CN(CCC2)S(=O)(=O)CC